4-{4-[(tert-butyldimethylsilyl)oxy]-2-oxo-2,3-dihydro-1H-1,3-benzodiazol-1-yl}piperidine-1-carboxylic acid tert-butyl ester C(C)(C)(C)OC(=O)N1CCC(CC1)N1C(NC2=C1C=CC=C2O[Si](C)(C)C(C)(C)C)=O